ClC=1C=C(C=CC1C)C1=NNC(O1)=O 5-(3-chloro-4-methylphenyl)-1,3,4-oxadiazol-2(3H)-one